[Cl-].C(CCCCCCCCCCCCCCCCC)N(C)C octadecyl-dimethyl-amine chloride